(S)-3-(6'-oxo-3',4',6',8'-tetrahydro-7'H-spiro[azetidine-3,2'-[1,4]oxazino[2,3-f]isoindol]-7'-yl)piperidine-2,6-dione O=C1N(CC=2C=C3C(=CC12)NCC1(O3)CNC1)[C@@H]1C(NC(CC1)=O)=O